P1(=O)(OC2=C(C=C(C=C2C(C)(C)C)C(C)(C)C)CC2=C(C(=CC(=C2)C(C)(C)C)C(C)(C)C)O1)[O-] 2,2'-methylene-bis(4,6-di-tert-butyl-phenyl) phosphate